(R)-2-(3-(3-aminopyrrolidin-1-yl)-5-methyl-1,2,4-triazin-6-yl)-5-(trifluoromethyl)phenol N[C@H]1CN(CC1)C=1N=NC(=C(N1)C)C1=C(C=C(C=C1)C(F)(F)F)O